COCC[C@@]1([C@H](O)[C@H](O)[C@@H](CO)O1)N1C(=O)N=C(N)C=C1 methoxyethylcytidine